(R)-N-(8-methoxy-2-methylimidazo[1,2-a]pyrazin-6-yl)-5-(3-(methylamino)pyrrolidin-1-yl)pyrazine-2-carboxamide COC=1C=2N(C=C(N1)NC(=O)C1=NC=C(N=C1)N1C[C@@H](CC1)NC)C=C(N2)C